C([C@@H](CC)O)O (2R)-butane-1,2-diol